GLYCIDALDEHYDE C(C1CO1)=O